N-(5-isopropoxypyridin-2-yl)-3-(5-methoxypyridin-2-yl)-1,2,4-thiadiazol-5-amine C(C)(C)OC=1C=CC(=NC1)NC1=NC(=NS1)C1=NC=C(C=C1)OC